1-bis(1-methylethyl)amino-1,1,2,2,2-pentachlorodisilane CC(C)N([Si]([Si](Cl)(Cl)Cl)(Cl)Cl)C(C)C